BrC1=CC=C2C(C(=CN(C2=C1)C(C)C)C(=O)O)=O 7-bromo-1-isopropyl-4-oxo-1,4-dihydroquinoline-3-carboxylic acid